C=1(CC=O)C(C)=CC(C)=CC1 pseudocumene-formaldehyde